BrCCCN1N=CC=C1 1-(3-bromopropyl)pyrazole